((6-bromo-1,2,3,4-tetrahydronaphthalen-2-yl)oxy)(tert-butyl)dimethylsilane BrC=1C=C2CCC(CC2=CC1)O[Si](C)(C)C(C)(C)C